CC1(CCNCC1)NC(OC(C)C)=O isopropyl (4-methylpiperidin-4-yl)carbamate